COC1=C(C=C(C=C1)[N+](=O)[O-])C1=CC2=C(C=N1)C=CN2S(=O)(=O)C2=CC=C(C=C2)C 6-(2-methoxy-5-nitrophenyl)-1-[(4-methylphenyl)sulfonyl]-1H-pyrrolo[3,2-c]pyridine